3-isopropyl-chromanone C(C)(C)C1C(OC2=CC=CC=C2C1)=O